NC1=NC=C(C=C1O[C@H](C)C=1C=C(C=CC1F)NC(C1=CC(=CC=C1)S(=O)(=O)C)=O)Cl (R)-N-(3-(1-((2-amino-5-chloropyridin-3-yl)oxy)ethyl)-4-fluorophenyl)-3-(methylsulfonyl)-benzamide